ClC=1C=C(C(=NC1)C(=O)N1CC2=CC=CC=C2C[C@H]1CN1CCOCC1)N1N=C(C(=C1)C)C(=O)N(C1=CC=CC=C1)C1=CC=C(C=C1)O (S)-1-(5-chloro-2-(3-(morpholinomethyl)-1,2,3,4-tetrahydroisoquinoline-2-carbonyl)pyridin-3-yl)-N-(4-hydroxyphenyl)-4-methyl-N-phenyl-1H-pyrazole-3-carboxamide